S(=O)(=O)(O)CCC[N+](C)(C)CCOC(C(=C)C)=O 3-sulfopropylmethacryloyloxyethyldimethylammonium